(R)-1-(4-Chloro-2-(1H-tetrazol-5-yl)phenyl)pentan-1-ol ClC1=CC(=C(C=C1)[C@@H](CCCC)O)C1=NN=NN1